N-(cyclopropylmethyl)-4-morpholino-2-(3-(m-tolyl)-1H-pyrazol-1-yl)furo[3,2-d]pyrimidine-6-carboxamide C1(CC1)CNC(=O)C1=CC=2N=C(N=C(C2O1)N1CCOCC1)N1N=C(C=C1)C=1C=C(C=CC1)C